P(=O)(O)(O)OCOC(=O)NC(C(=O)O)CCCC ((((phosphonooxy)methoxy)carbonyl)amino)hexanoic acid